N-(4-Chlorophenyl)-3-isopropyl-N-methyl-5H,6H,7H,8H-imidazo[1,5-a]pyrazin-1-amine ClC1=CC=C(C=C1)N(C=1N=C(N2C1CNCC2)C(C)C)C